C(C1=CC=CC=C1)C1=C2C(=CC(=C1)O2)CC2=CC=CC=C2 2,6-dibenzyl-1,4-phenylenoxid